FC1(CN(CC[C@@H]1N1CCN(CC1)C1=CC=CC=2NC(N(C21)C)=O)C(=O)OC(C)(C)C)F 1-Tert-butyl (4S)-3,3-difluoro-4-[4-(3-methyl-2-oxo-1H-benzimidazol-4-yl)piperazin-1-yl]piperidine-1-carboxylate